COC1=CC(=NC=C1)CC[C@@H](C)[C@H]1CC[C@@H]2[C@@]1(CC[C@@H]1[C@@]3([C@]4(C(C[C@@H]21)OC)[C@H](CC3)C4)C)C 4-methoxy-2-((3R)-3-((1aR,3aR,3bS,5aR,6R,8aS,8bS,10aR)-10-methoxy-3a,5a-dimethylhexadecahydrocyclopenta[a]cyclopropa[2,3]cyclopenta[1,2-f]naphthalen-6-yl)butyl)pyridine